C(C)(C)(C)OC(=O)N1[C@@H](CN(CC1)C1CC1)C(C)C.C1(CC1)N1C[C@H](N(CC1)C(=O)NCCCCC1=CC=CC=C1)C(C)C (2R)-4-Cyclopropyl-2-isopropyl-N-(4-phenylbutyl)piperazine-1-carboxamide tert-Butyl-(2R)-4-cyclopropyl-2-isopropyl-piperazine-1-carboxylate